N=1C=NN2C1C=C(C=C2)OC2=C(C=C(C=C2)NC2=NC=NN1C2=C(C=C1)Br)C N-(4-([1,2,4]triazolo[1,5-a]pyridin-7-yloxy)-3-methylphenyl)-5-bromopyrrolo[2,1-f][1,2,4]triazin-4-amine